C(C)OC1=CC=CC=2C3=CC=CC=C3CC12 ethoxyfluorene